CC1=NC(=NC(=C1S(=O)(=O)N1CC2(C1)CN(C2)CC2COC2)C)C(F)(F)F 2-((4,6-dimethyl-2-(trifluoromethyl)pyrimidin-5-yl)sulfonyl)-6-(oxetan-3-ylmethyl)-2,6-diazaspiro[3.3]heptane